(2-(Benzyloxy)-6-((7-(benzyloxy)-6-methoxy-1,2,3,4-tetrahydroisoquinolin-1-yl-3,3-d2)methyl)-3-(methoxy-d3)phenyl)methanol C(C1=CC=CC=C1)OC1=C(C(=CC=C1OC([2H])([2H])[2H])CC1NC(CC2=CC(=C(C=C12)OCC1=CC=CC=C1)OC)([2H])[2H])CO